NC=1C=CC(=C(C1)P(C)(C)=O)F (5-amino-2-fluorophenyl)dimethylphosphine oxide